C(C(C)C)(=O)SCCNC(CCNC([C@@H](C(COP(OP(OC[C@@H]1[C@H]([C@H]([C@@H](O1)N1C=NC=2C(N)=NC=NC12)O)OP(=O)(O)O)(=O)O)(=O)O)(C)C)O)=O)=O IsobutyrylCoA